FC1=C2C=CC=NC2=C(C=C1N=C(C1=CC=CC=C1)C1=CC=CC=C1)F N-(5,8-difluoroquinolin-6-yl)-1,1-diphenylmethanimine